N-(6-(1-Methyl-1H-imidazol-5-yl)isoquinolin-3-yl)-2-(piperidin-1-yl)Isonicotinamide CN1C=NC=C1C=1C=C2C=C(N=CC2=CC1)NC(C1=CC(=NC=C1)N1CCCCC1)=O